COC1=NC=CC(=C1)C=1C=C2CCCC2=CC1 5-(2-methoxypyridin-4-yl)-2,3-dihydro-1H-inden